4-(difluoromethoxy)benzyl (4-((6-methylnicotinamido)meth-yl)phenyl)carbamate CC1=NC=C(C(=O)NCC2=CC=C(C=C2)NC(OCC2=CC=C(C=C2)OC(F)F)=O)C=C1